[C@@H]1([C@H](O)[C@H](O)[C@@H](O)[C@@H](O1)C)O[C@@H]1[C@H]([C@H](C(O[C@H]1C)OC[C@@H]1[C@@H]([C@@H]([C@H]([C@@H](O1)OC1=C(OC=2C=C(C=C(C2C1=O)O)O)C1=CC(O)=C(O)C=C1)O)O)O)O)O quercetin-3-O-[α-rhamnopyranosyl-(1-4)-L-rhamnopyranosyl-(1-6) β-D-galactopyranoside]